(+)-1-methyl-4-[4-(5-methyl-1,3-benzoxazol-2-yl)piperidin-1-yl]-2-oxo-7-{[(3S)-oxolane-3-yl]oxy}-1,2-dihydroquinoline-3-carboxamide CN1C(C(=C(C2=CC=C(C=C12)O[C@@H]1COCC1)N1CCC(CC1)C=1OC2=C(N1)C=C(C=C2)C)C(=O)N)=O